1-((perfluorophenyl)sulfonyl)-3-(4-phenoxyphenyl)-1H-pyrazolo[3,4-d]pyrimidin-4-amine FC1=C(C(=C(C(=C1F)F)F)F)S(=O)(=O)N1N=C(C=2C1=NC=NC2N)C2=CC=C(C=C2)OC2=CC=CC=C2